N[C@H](CC1=C(C=2N=C(N=C(C2S1)NCC1=NC=NC=C1)Cl)C)C 6-[(2S)-2-aminopropyl]-2-chloro-7-methyl-N-[(pyrimidin-4-yl)methyl]thieno[3,2-d]pyrimidin-4-amine